ClC1=C(C(=O)NC2=CC(=C(C=C2)Cl)C2=NC=CC=C2)C=CC(=C1)C(=O)N[C@H](CO)C1=CC=CC=C1 (S)-2-Chloro-N1-(4-Chloro-3-(Pyridin-2-Yl)Phenyl)-N4-(2-Hydroxy-1-Phenylethyl)Terephthalamide